CC1CCC1 (1R,2S)-2-methylcyclobutane